2-Aminodipyrido[1,2-a:3',2'-d]imidazole NC=1C=CC=2N=C3N(C2N1)C=CC=C3